C1N(CC12CCCC2)C=2OC1=C(N2)C=CC(=C1)C(=O)N1CCN(CC1)C1=NC2=CC=CC=C2C(N1)=O 2-[4-[2-(2-Azaspiro[3.4]octan-2-yl)-1,3-benzoxazole-6-carbonyl]piperazin-1-yl]-3H-quinazolin-4-one